6-{7-[2-(3,3-difluoroazetidin-1-yl)ethoxy]imidazo[1,2-a]pyridin-3-yl}-N-{[4-(1-methyl-1H-pyrazol-4-yl)phenyl]methyl}pyrimidin-4-amine FC1(CN(C1)CCOC1=CC=2N(C=C1)C(=CN2)C2=CC(=NC=N2)NCC2=CC=C(C=C2)C=2C=NN(C2)C)F